FC(C1=NOC2=C1CN(CC2)C=2SC(=CN2)C(=O)N)(F)F 2-[3-(trifluoromethyl)-6,7-dihydro-4H-isoxazolo[4,5-c]Pyridin-5-yl]Thiazole-5-carboxamide